OCCC1CCC(CC1)CC(C)(C(=O)N)C ((1R,4R)-4-(2-hydroxyethyl)cyclohexyl)-2-methylpropane-2-carboxamide